2-methyl-1,3-cycloheptadiene CC1=CCCCC=C1